3-(6-fluoro-1-oxo-4-((7-(piperidin-1-yl)heptyl)thio)isoindolin-2-yl)piperidine-2,6-dione FC1=CC(=C2CN(C(C2=C1)=O)C1C(NC(CC1)=O)=O)SCCCCCCCN1CCCCC1